OC(CC\C=C/CCCCCCCC(=O)O)CCCCC (9Z)-13-hydroxyoctadeca-9-enoic acid